Sodium 4-(4-chlorophenyl)-3-(quinolin-2-yl)-5-thioxo-4,5-dihydro-1,2,4-triazol-1-ide ClC1=CC=C(C=C1)N1C(=N[N-]C1=S)C1=NC2=CC=CC=C2C=C1.[Na+]